2,3,4,5-tetramethylcyclopentadienyl-Dimethylsilyl-(2-isopropyl-4-naphthyl)indenyl-Zirconium Dichloride [Cl-].[Cl-].CC=1C(C(=C(C1C)C)C)[Si](C)(C)[Zr+2](C1C=CC2=CC=CC=C12)C1=CC(=CC2=CC=CC=C12)C(C)C